2-(2,5-dimethoxyphenyl)-N-[(2-methoxyphenyl)methyl]ethanamine COC1=C(C=C(C=C1)OC)CCNCC1=C(C=CC=C1)OC